(6Z)-6,10-undecadiene-8-ynal C(CCCC\C=C/C#CC=C)=O